CN(C(=O)C1=NC(=NO1)C=1C(=CC2=C(N(C([C@H](CS2)NC(OC(C)(C)C)=O)=O)CC2=CC=C(C=C2)OC(F)(F)F)C1)F)C tert-butyl N-[(3R)-7-[5-(dimethylcarbamoyl)-1,2,4-oxadiazol-3-yl]-8-fluoro-4-oxo-5-[[4-(trifluoromethoxy)phenyl]methyl]-2,3-dihydro-1,5-benzothiazepin-3-yl]carbamate